5-((1-(hydroxymethyl)cyclopropyloxy)methyl)-2-methoxybenzoic acid tert-butyl ester C(C)(C)(C)OC(C1=C(C=CC(=C1)COC1(CC1)CO)OC)=O